C(CCCCCCCCC(=O)OC1CC(N(C(C1)(C)C)OCCCCCCCC)(C)C)(=O)OC1CC(N(C(C1)(C)C)OCCCCCCCC)(C)C Decanedioic acid, bis(2,2,6,6-tetramethyl-1-(octyloxy)-4-piperidinyl) ester